COC1=C(C=CC(=C1)S(=O)(=O)N1CCOCC1)NC=1N=C(C2=C(N1)NC=C2C(F)(F)F)NC N2-(2-methoxy-4-(morpholinosulfonyl)phenyl)-N4-methyl-5-(trifluoromethyl)-7H-pyrrolo[2,3-d]pyrimidine-2,4-diamine